C(C)(C)(C)OC(=O)N1C[C@H]([C@@H](C1)C)C(CBr)=O trans-3-(2-bromo-acetyl)-4-methyl-pyrrolidine-1-carboxylic acid tert-butyl ester